NC=1C=CC=C(C1)S(=O)(=O)NC(C)(C)C 5-amino-N-(tert-butyl)benzenesulfonamide